3-(1-(3',4'-dimethoxy-[1,1'-biphenyl]-4-yl)-1H-1,2,3-triazol-4-yl)benzoic acid COC=1C=C(C=CC1OC)C1=CC=C(C=C1)N1N=NC(=C1)C=1C=C(C(=O)O)C=CC1